3-(2,3-dihydro-1,4-benzodioxin-6-ylsulfanyl)isonicotinonitrile O1CCOC2=C1C=CC(=C2)SC2=C(C#N)C=CN=C2